(S)-N-(1-(7-Methoxyquinolin-5-yl)cyclopropyl)-2-methyl-5-(2-(methylamino)propoxy)benzamide COC1=CC(=C2C=CC=NC2=C1)C1(CC1)NC(C1=C(C=CC(=C1)OC[C@H](C)NC)C)=O